3-((dimethylamino)methyl)-N-(3-methoxybenzyl)-N-(3-(pyrrolidin-1-yl)benzyl)aniline CN(C)CC=1C=C(N(CC2=CC(=CC=C2)N2CCCC2)CC2=CC(=CC=C2)OC)C=CC1